(E)-3-(dimethylamino)-1-((2RS,3SR)-2,3-dimethylcyclopropyl)prop-2-en-1-one CN(/C=C/C(=O)C1[C@@H]([C@@H]1C)C)C |r|